trans-beta-styreneboronic acid C(=C\C1=CC=CC=C1)/B(O)O